(R)-1-bromopiperidin-3-ol BrN1C[C@@H](CCC1)O